FC=1C=C2C=C(NC2=C(C1)F)C1=CC=C(C#N)C=C1 4-(5,7-difluoro-1H-indol-2-yl)benzonitrile